ClC1=C(C=C(C(=C1)F)C=1C2=C(N=CN1)C=C(S2)N2CCOCC2)C(O)C2=NC=CN=C2C [2-Chloro-4-fluoro-5-(6-morpholin-4-yl-thieno[3,2-d]-pyrimidin-4-yl)-phenyl]-(3-methyl-pyrazin-2-yl)-methanol